C(=O)(O)C1=CC=CC2=C1N=C(S2)C(=O)O dicarboxybenzothiazole